ClC1=C([C@H](C(=O)OC)O)C=CC=C1 methyl (R)-o-chloromandelate